C(C1=CC=CC=C1)N1CCN(CC1)C[C@H](CO)C(=O)OC(C)(C)C (R)-tert-butyl (1-(4-benzylpiperazin-1-yl)-3-hydroxypropan-2-yl)carboxylate